(S)-2-(tert-butoxy)-2-(7-(4-chlorophenyl)-2-(2-(difluoromethyl)-3-(1-(oxetan-3-yl)piperidin-4-yl)-2H-pyrazolo[4,3-b]pyridin-5-yl)-5-methylbenzo[d]thiazol-6-yl)acetic acid C(C)(C)(C)O[C@H](C(=O)O)C1=C(C2=C(N=C(S2)C=2C=CC=3C(N2)=C(N(N3)C(F)F)C3CCN(CC3)C3COC3)C=C1C)C1=CC=C(C=C1)Cl